BrC1=C(C=C(C(=C1)OC)\C=C\[N+](=O)[O-])OC(F)(F)F (E)-1-bromo-5-methoxy-4-(2-nitrovinyl)-2-(trifluoromethoxy)benzene